N-(3-bromobenzyl)-5-chloro-1H-benzimidazole-2-carboxamide BrC=1C=C(CNC(=O)C2=NC3=C(N2)C=CC(=C3)Cl)C=CC1